4-fluoro-3-isopropylaniline FC1=C(C=C(N)C=C1)C(C)C